lithium tertbutoxide CC(C)(C)[O-].[Li+]